N-(2-methoxyethyl)-2-(4-(methylcarbamoyl)phenyl)benzo[d]imidazo[2,1-b]thiazole-7-carboxamide COCCNC(=O)C1=CC2=C(N3C(S2)=NC(=C3)C3=CC=C(C=C3)C(NC)=O)C=C1